6-Chloro-3-((1-(2,2-dicyclopropylacetyl)-4-hydroxypiperidin-4-yl)methyl)-7-(4-((3R,6S)-6-methylmorpholin-3-yl)phenyl)-3,7-dihydro-4H-pyrrolo[2,3-d]pyrimidin-4-one ClC1=CC2=C(N=CN(C2=O)CC2(CCN(CC2)C(C(C2CC2)C2CC2)=O)O)N1C1=CC=C(C=C1)[C@H]1NC[C@@H](OC1)C